4-acryloyloxydecyloxyphenol C(C=C)(=O)OC(CCCOC1=C(C=CC=C1)O)CCCCCC